ClC1=C(NC2=C(C=C(C#N)C=C2)OC(F)F)C=CC=C1[C@]1(NC(N(C(C1)=O)C1CCOCC1)=N)C 4-{2-Chloro-3-[(4S)-2-imino-4-methyl-6-oxo-1-(tetrahydropyran-4-yl)hexahydropyrimidin-4-yl]anilino}-3-(difluoromethoxy)benzonitrile